FC=1C=C(C=NC1)CN1C(=NC2=NC=C(C=C21)N2C=CC=1N=CN=C(C12)OC)C 1-((5-fluoropyridin-3-yl)methyl)-6-(4-methoxy-5H-pyrrolo[3,2-d]pyrimidin-5-yl)-2-methyl-1H-imidazo[4,5-b]pyridine